NC1=NN2C(C=C(C=C2)C=2C=C(C(=NC2)C)C(=O)NCC2=C(C=CC(=C2)OC(F)(F)F)F)=N1 5-{2-amino-[1,2,4]triazolo[1,5-a]pyridin-7-yl}-N-{[2-fluoro-5-(trifluoro-methoxy)phenyl]methyl}-2-methylpyridine-3-carboxamide